(R)-3-(3-(4-Bromothiazol-2-yl)phenyl)-3-hydroxy-1-methylpyrrolidin BrC=1N=C(SC1)C=1C=C(C=CC1)[C@]1(CN(CC1)C)O